[N+](=O)([O-])C1(C(C(=O)[O-])C(=CC(=C1)[N+](=O)[O-])[N+](=O)[O-])C(=O)[O-] 2,4,6-trinitrophthalate